NC1=CC=C(C=N1)CC=1C=C(C#N)C=C(C1)Cl 3-((6-aminopyridin-3-yl)methyl)-5-chlorobenzonitrile